Benzyl 2-(2-bromo-4-(trifluoromethyl)phenyl)-3,6-dihydropyridine-1(2H)-carboxylate BrC1=C(C=CC(=C1)C(F)(F)F)C1N(CC=CC1)C(=O)OCC1=CC=CC=C1